(3R,4R)-1-cyclopropylmethyl-4-{[5-(2-fluoro-phenyl)-isoxazole-3-carbonyl]-amino}-piperidine-3-carboxylic acid (1-pyridin-2-yl-cyclopropyl)-amide N1=C(C=CC=C1)C1(CC1)NC(=O)[C@@H]1CN(CC[C@H]1NC(=O)C1=NOC(=C1)C1=C(C=CC=C1)F)CC1CC1